ClC(CCCCC(=O)O[C@H](C(=O)O)C)CCCCCC(Cl)Cl (S)-2-[(6,12,12-trichlorododecanoyl)oxy]propionic acid